C(C)(C)(C)C1=CC=2C(=NC(=CN2)C2CCC[C@H]([C@@H](N2)COC2=NC(=NC(=C2)C2=C(C=CC=C2C)C)NS(=O)(=O)C=2C=C(C(=O)O)C=CC2)C(C)C)N1C 3-[[4-[[(2R,3S)-7-(6-tert-Butyl-5-methyl-pyrrolo[2,3-b]pyrazin-3-yl)-3-isopropyl-azepan-2-yl]methoxy]-6-(2,6-dimethylphenyl)pyrimidin-2-yl]sulfamoyl]benzoic acid